C(C)(C)(C)OC(NC1=C(C(=CC=C1)F)C=O)=O (3-FLUORO-2-FORMYL-PHENYL)-CARBAMIC ACID TERT-BUTYL ESTER